samarium-titanium [Ti].[Sm]